5-Bromo-4-chloro-3-methylbenzo[d]oxazol-2(3H)-one BrC=1C=CC2=C(N(C(O2)=O)C)C1Cl